monopentyl isocitrate C(C(O)C(C(=O)[O-])CC(=O)[O-])(=O)OCCCCC